S(=O)(=O)(O)O.NC1=NC(=CC=C1)N 2,6-diaminopyridine sulfate